CC1(OB(OC1(C)C)C=1SC(=CC1)C)C 4,4,5,5-tetramethyl-2-(5-methyl-2-thiophenyl)-1,3,2-dioxaborolane